C1(CCCCC1)P(C1=C(C=C(C=C1C(C)C)C(C)C)C(C)C)C1CCCCC1 dicyclohexyl-[2,4,6-tris(propan-2-yl)phenyl]phosphine